FC1([C@@]2(CCC=3C(=C(C(=NC3[C@@H]21)N2CC1(CN(C1)C(C=C)=O)CC2)C#N)C2=C(C=CC=C2)F)C2=C(N=CS2)C)F (6aS,7aR)-7,7-difluoro-4-(2-fluorophenyl)-6a-(4-methyl-1,3-thiazol-5-yl)-2-(2-(2-propenoyl)-2,6-diazaspiro[3.4]octan-6-yl)-6,6a,7,7a-tetrahydro-5H-cyclopropa[h]quinoline-3-carbonitrile